2,6-dichlorophenylenediamine ClC1(C(C(=CC=C1)Cl)N)N